(6E)-6-[(6-chloro-1-methyl-1H-indazol-5-yl)imino]-3-[(1-methyl-1H-1,2,4-triazol-3-yl)methyl]-1-[(2,4,5-trifluorophenyl)methyl]-1,3,5-triazin-2,4-dione ClC1=C(C=C2C=NN(C2=C1)C)\N=C\1/NC(N(C(N1CC1=C(C=C(C(=C1)F)F)F)=O)CC1=NN(C=N1)C)=O